ACETALDEHYDE DIETHYLACETAL C(C)OC(C)OCC